ClC1=C(C(=CC=C1Cl)OC)[C@H]1C[C@@H]2N(C(OC2(C)CO)=O)C1 (6R,7aS)-6-(2,3-dichloro-6-methoxyphenyl)-1-(hydroxymethyl)-1-methyl-tetrahydropyrrolo[1,2-c][1,3]oxazol-3-one